BrC1=CC=C(C=C1)O L-4-bromophenol